O=C1NC(CC[C@@H]1C1=C(C=C(C=C1F)N1CC(C1)C=O)F)=O (R)-1-(4-(2,6-dioxopiperidin-3-yl)-3,5-difluorophenyl)azetidine-3-carbaldehyde